N1C=CC=2C1=NC=C(C2)OC2=C(C(=O)NS(=O)(=O)C1=CC(=C(C=C1)NCCCN1CCNCC1)S(=O)(=O)C(F)(F)F)C=CC(=C2)N2CCN(CC2)C 2-((1H-pyrrolo[2,3-b]pyridin-5-yl)oxy)-4-(4-methylpiperazin-1-yl)-N-((4-((3-(piperazin-1-yl)propyl)amino)-3-((trifluoromethyl)sulfonyl)phenyl)sulfonyl)benzamide